tert-butyl 3-cyano-3-methyl-6-azabicyclo[3.1.1]heptane-6-carboxylate C(#N)C1(CC2N(C(C1)C2)C(=O)OC(C)(C)C)C